C(CCCCCCCCC=C)(=O)OC1=C(C(=O)O)C=CC=C1 undecylenoyl-oxybenzoic acid